N-(4,4-difluorocyclohexyl)-4-hydroxy-2-oxo-1-(2-oxoethyl)-1,8-naphthyridine-3-carboxamide FC1(CCC(CC1)NC(=O)C=1C(N(C2=NC=CC=C2C1O)CC=O)=O)F